3-Amino-7-chloro-4-(3-hydroxy-2,6-dimethylphenyl)quinoline-2-carboxamide NC=1C(=NC2=CC(=CC=C2C1C1=C(C(=CC=C1C)O)C)Cl)C(=O)N